3-(2-amino-4-cyano-5-fluoro-phenyl)sulfanyl-2-(tert-butoxycarbonylamino)propanoic acid NC1=C(C=C(C(=C1)C#N)F)SCC(C(=O)O)NC(=O)OC(C)(C)C